(3R)-3-amino-7-fluoro-1-methyl-8-(2-(trifluoromethyl)phenoxy)-1,2,3,4-tetrahydroquinolin-2-one N[C@H]1C(N(C2=C(C(=CC=C2C1)F)OC1=C(C=CC=C1)C(F)(F)F)C)=O